[C@H]12CC(C[C@H](CC1)N2)COC=2C=C(C=1N(C2)N=CC1C#N)C1=NC=C(N=C1)N1CC2N(C(C1)C2)CC=2C=NC(=CC2)OC 6-(((1R,5S)-8-azabicyclo[3.2.1]octane-3-yl)methoxy)-4-(5-(6-((6-methoxypyridin-3-yl)methyl)-3,6-diazabicyclo[3.1.1]heptane-3-yl)pyrazin-2-yl)pyrazolo[1,5-a]pyridine-3-carbonitrile